NCCN(CCN(CCN)CCN)CCN N,N,N',N'-tetra(2-aminoethyl)ethane-1,2-diamine